FC=1C(=NC=C(C1)F)CNC(=O)C1=CN=C(S1)N1CCC(CC1)N1CCC(CCC1)C N-[(3,5-difluoropyridin-2-yl)methyl]-2-[4-(4-methylazepan-1-yl)piperidin-1-yl]-1,3-thiazole-5-carboxamide